tert-butyl (S)-3-(2-fluorophenyl)-2-hydroxypropanoate FC1=C(C=CC=C1)C[C@@H](C(=O)OC(C)(C)C)O